11-(methylsulfinyl)undecyl isothiocyanate CS(=O)CCCCCCCCCCCN=C=S